COC=1C=CC2=C(N(C(N2)=O)C2CCN(CC2)C(CC2=CC=C(C=C2)C(F)(F)F)=O)C1 6-methoxy-1-(1-(2-(4-(trifluoromethyl)phenyl)acetyl)piperidin-4-yl)-1H-benzo[d]imidazole-2(3H)-one